3-(2-ethylhexyl)propyl isocyanate C(C)C(CCCCN=C=O)CCCC